trichloromethan ClC(Cl)Cl